C(C)(C)(C)OC(=O)N(CCCN1C(=C(C2=CC=CC(=C12)C=1C=NN(C1CO)C)CCCOC1=CC=CC2=CC=CC=C12)C(=O)OCC)C ethyl 1-{3-[(tert-butoxycarbonyl)(methyl)amino]propyl}-7-[5-(hydroxymethyl)-1-methyl-1H-pyrazol-4-yl]-3-[3-(naphthalen-1-yloxy)propyl]-1H-indole-2-carboxylate